C(C1=CC=CC=C1)OC1=C(N(C=CC1=O)CC1=CC=CC=C1)C(=O)O 3-(benzyloxy)-1-benzyl-4-oxo-1,4-dihydropyridine-2-carboxylic acid